N-methyl-1-(5-((1-methyl-1H-pyrazol-4-yl)ethynyl)pyridin-2-yl)methylamine CNCC1=NC=C(C=C1)C#CC=1C=NN(C1)C